Catecholat C=1([O-])C([O-])=CC=CC1